C1(CC1)N1CCN(CC1)C1=C(C=C(C(=C1)OC)C1=NC=C2C=C(C=3N(C2=C1)C=C(N3)C)C3=C(C(=CC(=C3Cl)OC)OC)Cl)NC(C=C)=O N-(2-(4-cyclopropylpiperazin-1-yl)-5-(4-(2,6-dichloro-3,5-dimethoxyphenyl)-2-methylimidazo[1,2-a][1,6]naphthyridin-8-yl)-4-methoxyphenyl)acrylamide